C(C)(C)(C)OC(=O)N1CCC(CC1)C=1N=CC2=C(N1)C(=C(N2)C2=CC(=C(C=C2)OC)OC)I 4-(6-(3,4-Dimethoxyphenyl)-7-iodo-5H-pyrrolo[3,2-d]pyrimidin-2-yl)piperidine-1-carboxylic acid tert-butyl ester